(7-((5-chloro-4-(cyclohexylamino)-7H-pyrrolo[2,3-d]pyrimidin-2-yl)amino)-2,3-dihydrobenzofuran-4-yl)(morpholino)methanone ClC1=CNC=2N=C(N=C(C21)NC2CCCCC2)NC2=CC=C(C=1CCOC12)C(=O)N1CCOCC1